C1(CC1)C=1C(=NC=C(C1)C)OCC(C(=O)OC)(C)C methyl 3-((3-cyclopropyl-5-methylpyridin-2-yl) oxy)-2,2-dimethylpropionate